C(C)(C)(C)OC(=O)N1CC=2CN(CC2C1)C(=O)Cl 5-(Chlorocarbonyl)-3,4,5,6-tetrahydropyrrolo[3,4-c]Pyrrole-2(1H)-carboxylic acid tert-butyl ester